NCC1=CC(=C(C=C1)S(=O)(=O)N)Cl 4-(aminomethyl)-2-chlorobenzenesulfonamide